NC1=NC=2NC[C@H]3N(C2C(N1)=O)CN(C3)C3=CC=C(C(=O)N[C@@H](CCC(=O)O)C(=O)O)C=C3 N-[4-[(6aR)-3-amino-1,2,5,6,6a,7-hexahydro-1-oxoimidazo[1,5-f]pteridin-8(9H)-yl]benzoyl]-L-glutamic acid